C1(CCCCC1)C1CC(NN1)=C1C(N(C(N(C1=O)C)=O)C)=O 5-(5-cyclohexylpyrazolidin-3-ylidene)-1,3-dimethylbarbituric acid